N-(5-cyano-4-((2-(ethylthio)-2-methylpropyl)amino)pyridin-2-yl)-7-formyl-6-((4-methyl-2-oxopiperazin-1-yl)methyl)-3,4-dihydro-1,8-naphthyridine-1(2H)-carboxamide C(#N)C=1C(=CC(=NC1)NC(=O)N1CCCC2=CC(=C(N=C12)C=O)CN1C(CN(CC1)C)=O)NCC(C)(C)SCC